6-isopropyl-2-methoxy-3-(3-methoxypropoxy)-6-methyl-10-oxo-5,10-dihydro-6H-pyrido[1,2-h][1,7]naphthyridin C(C)(C)C1(CC=2C=C(C(=NC2C=2N1C=CC(C2)=O)OC)OCCCOC)C